C1(CC1)C=1C2=C(C(N(C1)C1=CC(=CC=C1)C1=C(C=C(C=C1)F)C1=NNC=C1C)=O)NC(=C2)CN2C[C@H](CCC2)C 4-cyclopropyl-6-[3-[4-fluoro-2-(4-methyl-1H-pyrazol-3-yl)phenyl]phenyl]-2-[[(3S)-3-methylpiperidin-1-yl]methyl]-1H-pyrrolo[2,3-c]pyridin-7-one